ClCCNCC 2-chloro-N,N-Diethylamine